tert-Butyl (4-(5-chloro-3-(ethylthio)-1-((2-(trimethylsilyl)ethoxy) methoxy)-7,9-dihydrofuro[3,4-f]quinazolin-6-yl)-5-fluorobenzo[b]thiophen-2-yl)carbamate ClC1=C(C2=C(C=3C(=NC(=NC13)SCC)OCOCC[Si](C)(C)C)COC2)C2=C(C=CC=1SC(=CC12)NC(OC(C)(C)C)=O)F